2-(1-(4-chlorobenzyl)-1H-indol-2-yl)-3-methylimidazo[1,2-a]pyridine-7-carboxylic acid ClC1=CC=C(CN2C(=CC3=CC=CC=C23)C=2N=C3N(C=CC(=C3)C(=O)O)C2C)C=C1